6-((2-(dimethylamino)ethyl)amino)-3-(6-fluoropyridin-3-yl)-2-(4-(4-methyl-4H-1,2,4-triazol-3-yl)piperidin-1-yl)benzonitrile CN(CCNC1=CC=C(C(=C1C#N)N1CCC(CC1)C1=NN=CN1C)C=1C=NC(=CC1)F)C